COC[C@H]1N(CCNC1)C(=O)[O-] (S)-2-(methoxymethyl)piperazine-1-carboxylate